6-bromo-9-ethyl-8-iodo-1,3-dimethyl-9H-pyrido[3,4-b]indole BrC=1C=C2C3=C(N(C2=C(C1)I)CC)C(=NC(=C3)C)C